ClC=1C=CC(=C(C1)CC(=O)NC1=CCN(C=C1)C12CCC(C1)(C2)F)O 4-[[2-(5-Chloro-2-hydroxyphenyl)acetyl]amino]-N-(4-fluoro-1-bicyclo[2.1.1]hexanyl)pyridin